ClC1=CC(=C(C=C1)C1=C2C(=C(N=N1)N[C@H]1CN(C[C@@H](C1)F)C(=O)OC(C)(C)C)C=NC=C2)F tert-butyl (3R,5R)-3-((1-(4-chloro-2-fluorophenyl)pyrido[3,4-d]pyridazin-4-yl)amino)-5-fluoropiperidine-1-carboxylate